(E)-1-(2-methoxyvinyl)-4-(trifluoromethyl)benzene CO/C=C/C1=CC=C(C=C1)C(F)(F)F